Cl.FC1CNCCC1SC=1C=C(C=2N(N1)C(=CN2)C(C)C)NCC2=C(C=CC=C2)C(F)(F)F 6-((3-fluoropiperidin-4-yl)thio)-3-isopropyl-N-(2-(trifluoromethyl)benzyl)imidazo[1,2-b]pyridazin-8-amine hydrochloride